CC(CC=O)CCCCC 3-methyloctanal